C(C)C1=C(C=CC(=C1C(=O)C1=CNC2=NC=C(C=C21)C2=CC=C(C=C2)N2CCC(CC2)C=O)F)NS(=O)(=O)N2C[C@@H](CC2)F (R)-N-(2-ethyl-4-fluoro-3-(5-(4-(4-formylpiperidin-1-yl)phenyl)-1H-pyrrolo[2,3-b]Pyridine-3-carbonyl)Phenyl)-3-fluoropyrrolidine-1-sulfonamide